O=C1N(CCC(N1COCC[Si](C)(C)C)=O)C1=C2C=CN(C2=CC=C1)[C@@H]1[C@@H](CN(CC1)C(=O)OC(C)(C)C)F tert-Butyl (3R,4S)-4-(4-(2,4-dioxo-3-((2-(trimethylsilyl)ethoxy)methyl)tetrahydropyrimidin-1(2H)-yl)-1H-indol-1-yl)-3-fluoropiperidine-1-carboxylate